5-Chloro-N-[(8S,9aR)-8-hydroxy-5-oxo-8,9,9a,10-tetrahydro-5H,7H-pyrido[3,2-f]pyrrolo[2,1-c][1,4]oxazepin-3-yl]-2-(trifluoromethoxy)benzenesulfonamide ClC=1C=CC(=C(C1)S(=O)(=O)NC1=CC=2C(N3[C@@H](COC2N=C1)C[C@@H](C3)O)=O)OC(F)(F)F